(3,5-dimethyl-1H-pyrazol-1-yl)methanol CC1=NN(C(=C1)C)CO